Chloro-N-(5-chloropyrimidin-2-yl)acetamide ClCC(=O)NC1=NC=C(C=N1)Cl